COC1=C(C=C(C(=O)OC)C=C1)[C@@H]1COCCCN1 |r| (+/-)-methyl 4-methoxy-3-(1,4-oxazepan-3-yl)benzoate